O1CC(CC1)CN1C(=NC2=C1C=CC=C2)C(=O)O ((tetrahydrofuran-3-yl)methyl)-1H-benzo[d]imidazole-carboxylic acid